(S)-3-(5-(4-((1-(4-(7-cyclohexyl-3,8,9,10-tetrahydrocyclohepta[e]indazol-6-yl)phenyl)piperidin-4-yl)methyl)piperazin-1-yl)-1-oxoisoindolin-2-yl)piperidine-2,6-dione C1(CCCCC1)C1=C(C2=C(C=3C=NNC3C=C2)CCC1)C1=CC=C(C=C1)N1CCC(CC1)CN1CCN(CC1)C=1C=C2CN(C(C2=CC1)=O)[C@@H]1C(NC(CC1)=O)=O